NC=1N=CC2=CC(=CC=C2C1C(=O)NC1CCN(CC1)C)C1=C(C=CC=C1C)F 3-amino-7-(2-fluoro-6-methyl-phenyl)-N-(1-methyl-4-piperidyl)isoquinoline-4-carboxamide